[N+](=O)([O-])C1=CC=C(C=C1)OC(=O)O[C@H]1C[C@H](CC1)C1=NN(C(=C1)NC=1C=C2CCC(C2=CC1)C#N)C(C)(C)C (1R,3S)-3-{5-[(1-cyano-2,3-dihydro-1H-inden-5-yl)amino]-1-(2-methylprop-2-yl)pyrazol-3-yl}cyclopentyl [(4-nitrophenyl)oxy]methanoate